catecholborate B12OC3=C(O1)C(=C(C(=C3)O)O)O2